NC1=C(C=CC=C1)C1(CN=C(N=C1)N)NC1=CC=CC=C1 5-(2-aminophenyl)-N5-phenylpyrimidine-2,5-diamine